N-((4-methoxy-6-methyl-2-carbonyl-1,2-dihydropyridin-3-yl)methyl)-2-methylbenzamide COC1=C(C(NC(=C1)C)=C=O)CNC(C1=C(C=CC=C1)C)=O